C(CCCCCCCCCCC)(N)N dodecandiamine